methyl 2-(chloromethyl)-3-(2-methoxyethyl)benzimidazole-5-carboxylate hydrochloride Cl.ClCC=1N(C2=C(N1)C=CC(=C2)C(=O)OC)CCOC